BrCCC[Si](C[Si](OCC)(OCC)OCC)(OCC)OCC 1-(3-bromopropyl)-1,1,3,3,3-pentaethoxy-1,3-disilapropane